OC(C(O)(O)O)NC(CC)N N'-tetrahydroxyethyl-propanediamine